N-(4-((4-Hydroxybenzyl)amino)phenyl)octanamid OC1=CC=C(CNC2=CC=C(C=C2)NC(CCCCCCC)=O)C=C1